(R)-8-((3'-Cyano-3-methyl-[1,1'-biphenyl]-4-yl)methyl)-9-oxooctahydro-2H-pyrazino[1,2-a]pyrazin C(#N)C=1C=C(C=CC1)C1=CC(=C(C=C1)CN1C([C@@H]2N(CCNC2)CC1)=O)C